2-(4-(2-(((R)-((R)-8-cyano-1,2,3,4-tetrahydroquinoxalin-2-yl)(phenyl)methyl)amino)ethyl)phenyl)acetamide C(#N)C=1C=CC=C2NC[C@@H](NC12)[C@@H](C1=CC=CC=C1)NCCC1=CC=C(C=C1)CC(=O)N